4-[(trifluoromethyl)sulfanyl]benzene-1,2-diamine FC(F)(F)SC=1C=C(C(=CC1)N)N